NS(=NC(CC=1C(=C2C=NN(C2=CC1C(C)C)C)C(C)C)=O)(=O)C1=CN=C(S1)C(C)(C)O N-(amino(2-(2-hydroxypropan-2-yl)thiazol-5-yl)(oxo)-λ6-sulfaneylidene)-2-(4,6-diisopropyl-1-methyl-1H-indazol-5-yl)acetamide